CC(C=O)(C)N(C1COC1)C 2-methyl-2-(methyl-(oxetan-3-yl)amino)propanal